[(4-Ethylphenyl)amino]carbonylphosphonic acid C(C)C1=CC=C(C=C1)NC(=O)P(O)(O)=O